NC[C@H](C)C=1C=C(C=CC1)NC=1C(=NC(=C(N1)CCC)CC)C(=O)N (R)-3-((3-(1-aminopropane-2-yl)phenyl)amino)-6-ethyl-5-propylpyrazine-2-carboxamide